C(C1=CC=CC=C1)(C1=CC=CC=C1)N1CC(C1)N1CC2=CC=C(C=C2CC1)C#N 2-(1-benzhydryl-azetidin-3-yl)-1,2,3,4-tetrahydroisoquinoline-6-carbonitrile